COC1=C(C=CC(=C1)[N+](=O)[O-])NCCO 2-[(2-methoxy-4-nitrophenyl)amino]ethanol